2-methyl-1H-pyrazol-2-ium 2,2,2-trifluoroacetate FC(C(=O)[O-])(F)F.C[N+]=1NC=CC1